racemic-5'-Methoxy-2-{3-[(5-methylpyrimidin-4-yl)amino]-1H-indazol-6-yl}spiro[cyclopropane-1,3'-indol]-2'(1'H)-one COC=1C=C2C3(C(NC2=CC1)=O)C(C3)C3=CC=C1C(=NNC1=C3)NC3=NC=NC=C3C